C1(CC1)CN1N=CC(=C1)C(=O)N[C@H](C1=NC2=C(N1)C=C(C=C2)[C@@H](C)NC(CCC(F)(F)F)=O)C2CCC(CC2)(F)F 1-(Cyclopropylmethyl)-N-((S)-(4,4-difluorocyclohexyl)(6-((R)-1-(4,4,4-trifluorobutanamido)ethyl)-1H-benzo[d]imidazol-2-yl)methyl)-1H-pyrazole-4-carboxamide